tert-butyl 3-((5-amino-2-fluorophenyl)((tert-butylsulfinyl)amino)methyl)-2-oxopyrrolidine-1-carboxylate NC=1C=CC(=C(C1)C(C1C(N(CC1)C(=O)OC(C)(C)C)=O)NS(=O)C(C)(C)C)F